2H-1,3,2-Oxazaphosphorin-2-amine O1P(N=CC=C1)N